C(=O)(C=C)C(C)(C)P(O)(O)=O acryl-isopropyl-phosphonic acid